Br.CN1C(CCC1)=O N-methylpyrrolidone hydrobromide